C(C1=CC=CC=C1)OC(CN(S(=O)(=O)[C@H]1N(CCCCC1)C)C)=O (R)-N-methyl-N-((1-methylazepan-2-yl)sulfonyl)glycine benzyl ester